(R)-4-phenyl-3-((S)-2-(1-(trifluoromethyl)cyclopropane-1-carbonyl)-2,6-diazaspiro[3.4]octane-8-carbonyl)oxazolidin-2-one C1(=CC=CC=C1)[C@H]1N(C(OC1)=O)C(=O)[C@@H]1CNCC12CN(C2)C(=O)C2(CC2)C(F)(F)F